(E)-N'-(4-cyanobenzylidene)-3-methylbenzoyl-hydrazine dimethyl-3,3'-dithiobispropionimidate dihydrochloride Cl.Cl.COC(CCSSCCC(OC)=N)=N.C(#N)C1=CC=C(\C=N\NC(C2=CC(=CC=C2)C)=O)C=C1